FC(C1CCNCC1)F 4-(difluoromethyl)piperidine